C1(CC1)N1C=CC2=C(C=CC=C12)N1C(C2=CC(=CC=C2C(=C1)C(=O)N1CCCCC1)OC(F)F)=O 2-(1-cyclopropyl-1H-indol-4-yl)-7-(difluoromethoxy)-4-(piperidine-1-carbonyl)isoquinolin-1(2H)-one